CC1=C(C=CC(=C1)OC1=CC=CC=C1)N1C(NC2=C(SC=3N=CC=C1C32)C(=O)NC3CCC(CC3)NC(CC)=O)=O 5-(2-Methyl-4-phenoxyphenyl)-4-oxo-N-((1S,4S)-4-propionamidocyclohexyl)-4,5-dihydro-3H-1-thia-3,5,8-triazaacenaphthylene-2-carboxamide